(3,5-dimethylpiperazin-1-yl)cyclobutane CC1CN(CC(N1)C)C1CCC1